C(C)(=O)C1=CC=C(C=C1)N1CCN(CC1)C(CC1=C(NC2=CC=C(C=C12)Cl)C(=O)O)=O 3-(2-(4-(4-acetylphenyl)piperazin-1-yl)-2-oxoethyl)-5-chloro-1H-indole-2-carboxylic acid